5-bromo-2-methyl-pentanoyl chloride BrCCCC(C(=O)Cl)C